2-thio-1-deaza-uridine [C@@H]1([C@H](O)[C@H](O)[C@@H](CO)O1)C1C(=S)NC(=O)C=C1